(S)-3-((4-acrylamidophenyl)amino)-N-(2-(dimethylamino)-1-(tetrahydro-2H-pyran-4-yl)ethyl)-6,6-dimethyl-4,6-dihydropyrrolo[3,4-c]pyrazole-5(1H)-carboxamide C(C=C)(=O)NC1=CC=C(C=C1)NC=1C2=C(NN1)C(N(C2)C(=O)N[C@H](CN(C)C)C2CCOCC2)(C)C